N,N-dibenzyl-2-(5-methoxy-1H-indol-3-yl)acetamide C(C1=CC=CC=C1)N(C(CC1=CNC2=CC=C(C=C12)OC)=O)CC1=CC=CC=C1